rel-1-(5-(difluoromethyl)-1,3,4-thiadiazol-2-yl)-4-((3S,5R)-3-(methoxymethyl)-5-methylpiperazin-1-yl)-N-(3-methyloxetan-3-yl)-1H-benzo[d]imidazole-6-sulfonamide FC(C1=NN=C(S1)N1C=NC2=C1C=C(C=C2N2C[C@H](N[C@@H](C2)C)COC)S(=O)(=O)NC2(COC2)C)F |o1:18,20|